N1(C=NC=C1)CC1(CC1)C(=O)NC=1N=CC2=CC(=C(C=C2C1)C1CCN(CC1)C1(COCC1O)C)Cl 1-((1H-imidazol-1-yl)methyl)-N-(7-chloro-6-(1-(4-hydroxy-3-methyltetrahydrofuran-3-yl)piperidin-4-yl)isoquinolin-3-yl)cyclopropane-1-carboxamide